(3R)-N-[2,4-difluoro-3-[8-methyl-2-[3-(methylamino)propyl-amino]-7-oxopyrido[2,3-d]pyrimidin-6-yl]phenyl]-3-fluoropyrrolidine-1-sulfonamide hydrochloride Cl.FC1=C(C=CC(=C1C1=CC2=C(N=C(N=C2)NCCCNC)N(C1=O)C)F)NS(=O)(=O)N1C[C@@H](CC1)F